FC(C1=CC=C(C=C1)NC1CCC2=CC(=CC=C12)NC(C=C)=O)(F)F N-(1-((4-(trifluoromethyl)-phenyl)amino)-2,3-dihydro-1H-inden-5-yl)acrylamide